C(C1=CC=CC=C1)OC1=C(C=CC=C1F)C1=CC(=CC=C1F)C[C@]1(C[C@H](CC1)NS(=O)(=O)C)C(=O)NNC(CCl)=O N-((1S,3R)-3-((2'-(benzyloxy)-3',6-difluoro-[1,1'-biphenyl]-3-yl)methyl)-3-(2-(2-chloroacetyl)hydrazine-1-carbonyl)cyclopentyl)methanesulfonamide